O(P1(OC2=CC(=CC=C2)OP(O1)(=O)[O-])=O)C1=C(C=CC=C1C)C (2,6-dimethylphenyl) m-phenylene diphosphate